ethyl 2,2-dichloro-propanoate ClC(C(=O)OCC)(C)Cl